ClC=1C=C(C=C(C1)Cl)CC(=O)O 3,5-dichlorophenyl-acetic acid